butyl-isocyanatobenzene C(CCC)C1=C(C=CC=C1)N=C=O